2-oxo-5-(4-((tetrahydro-2H-pyran-2-yl)methoxy)phenyl)-6-(trifluoromethyl)-1,2-dihydropyridine-3-carboxamide O=C1NC(=C(C=C1C(=O)N)C1=CC=C(C=C1)OCC1OCCCC1)C(F)(F)F